[C@H]12CN(C[C@H](CC1)N2)C=2N=C(C(=C1C(=C(N=CC21)C2=CC(=CC1=CC=C(C(=C21)C#C)F)O)F)C)N2CCCC2 4-(8-((1R,5S)-3,8-diazabicyclo[3.2.1]octan-3-yl)-4-fluoro-5-methyl-6-(pyrrolidin-1-yl)-2,7-naphthyridin-3-yl)-5-ethynyl-6-fluoronaphthalen-2-ol